(+)-2-(3-fluorophenyl)-N-[(cis)-4-hydroxy-1,1-dioxidotetrahydro-thiophen-3-yl]-3-oxo-6-[6-(trifluoromethyl)pyridin-3-yl]-2,3-dihydropyridazine-4-carboxamide FC=1C=C(C=CC1)N1N=C(C=C(C1=O)C(=O)N[C@@H]1CS(C[C@@H]1O)(=O)=O)C=1C=NC(=CC1)C(F)(F)F